S1C(=CC=C1)C1=C(C=C2C(CCC=C2)=O)C=CC=C1 2-(2-thienyl)benzylidene-3-cyclohexenone